[O].[W].[Fe].[Ni] nickel-iron-tungsten oxygen